FC(C(=O)O)(F)F.NC=1N=CC(=NC1N1CCN(CC1)C1=C(C=CC(=C1)C)C)C=1C=C(C=CC1C)C(C(=O)N)(C(F)(F)F)O 2-(3-(5-amino-6-(4-(2,5-dimethylphenyl)piperazin-1-yl)pyrazin-2-yl)-4-methylphenyl)-3,3,3-trifluoro-2-hydroxypropanamide trifluoroacetate